sodium diethyldithiocarbamate trihydrate O.O.O.C(C)N(C([S-])=S)CC.[Na+]